4-Chloro-7-sulfobenzofurazan ammonium salt [NH4+].ClC1=CC=C(C=2C1=NON2)S(=O)(=O)[O-]